ClC1=CC(=C2C(=N1)N(C(=C2)C)C2COC2)C=C 6-chloro-2-methyl-1-(oxetan-3-yl)-4-vinyl-1H-pyrrolo[2,3-b]pyridine